4-(2-(4-(2-acetyl-5-chlorophenyl)-5-methoxy-2-oxopyridin-1(2H)-yl)-3-(pyridin-3-yl)propionylamino)benzoic acid C(C)(=O)C1=C(C=C(C=C1)Cl)C1=CC(N(C=C1OC)C(C(=O)NC1=CC=C(C(=O)O)C=C1)CC=1C=NC=CC1)=O